CC(C)C(C(CC)C)(COC)COC 2,4-dimethyl-3,3-dimethoxymethylhexane